COC1=CC=C(C=C2OC3=C(C2=O)C=CC(=C3)OCC(=O)N[C@H](CC3=CNC2=CC=CC=C32)C(=O)O)C=C1 (2-((2-(4-methoxybenzylidene)-3-oxo-2,3-dihydrobenzofuran-6-yl)oxy)acetyl)-D-tryptophan